C12(CC(C1)C2)C=2C(=C1C=NN(C1=CC2)C2OCCCC2)Cl 5-(bicyclo[1.1.1]pentan-1-yl)-4-chloro-1-(tetrahydro-2H-pyran-2-yl)-1H-indazole